methyl 5-((3-(((tert-butyldimethylsilyl)oxy)methyl)benzyl)oxy)nicotinate [Si](C)(C)(C(C)(C)C)OCC=1C=C(COC=2C=NC=C(C(=O)OC)C2)C=CC1